N1=CC=C(C=C1)C1=CC=NC=C1 4,4'-bipyridinyl